COC1=CC=C2C(C(N(C2=C1)C(=O)OC(C)(C)C)=O)C1=CC=CC=C1 tert-butyl 6-methoxy-2-oxo-3-phenylindoline-1-carboxylate